C1(=CC=CC=C1)N1C[C@H]2C([C@H]2C1)C(=O)N (1R,5S,6R)-3-phenyl-3-aza-bicyclo[3.1.0]hexane-6-carboxamide